C1=CC(=CC=2C3=CC(=CC=C3C3(C12)C1=CC=CC=C1C=1C=CC=CC13)N)N 9,9'-spirobifluorene-3,6-diamine